1-Imidazoline N1=CNCC1